2,4a,6a,6b,9,9,12a-Heptamethyl-10-(((5-methyl-2-oxo-1,3-dioxol-4-yl)methoxy)carbonyl)-13-oxo-1,2,3,4,4a,5,6,6a,6b,7,8,8a,9,10,11,12,12a,12b,13,14b-icosahydropicene-2-carboxylic acid CC1(CC2C3=CC(C4C5(CCC(C(C5CCC4(C3(CCC2(CC1)C)C)C)(C)C)C(=O)OCC=1OC(OC1C)=O)C)=O)C(=O)O